ethyl-hydrocyanic acid C(C)C#N